C(C1=CC=CC=C1)OCC1=NN(C(N1CC)=O)C1=NC=2C(=CN(C(C2C=C1F)=O)C1=C(C=CC=C1F)Cl)C(=C)C 2-(3-((Benzyloxy)methyl)-4-ethyl-5-oxo-4,5-dihydro-1H-1,2,4-triazol-1-yl)-6-(2-chloro-6-fluorophenyl)-3-fluoro-8-(prop-1-en-2-yl)-1,6-naphthyridin-5(6H)-one